2-bromo-N1-(4-(1-cyclopropyl-1H-indol-3-yl)pyrimidin-2-yl)-N4-(2-(dimethylamino)ethyl)-N4-methyl-5-nitrobenzene-1,4-diamine BrC1=C(C=C(C(=C1)N(C)CCN(C)C)[N+](=O)[O-])NC1=NC=CC(=N1)C1=CN(C2=CC=CC=C12)C1CC1